CC=1C(=NC(=C(C1)C(F)(F)F)C)OC1CCC2(CN(C2)C(=O)C2CC(C2)(C)O)CC1 (7-((3,6-dimethyl-5-(trifluoromethyl)pyridin-2-yl)oxy)-2-azaspiro[3.5]non-2-yl)((1s,3s)-3-hydroxy-3-methylcyclobutyl)methanone